methyl-4-(4-chloro-2-(1-methyl-1H-pyrazol-4-yl)phenyl)-2-methylene-4-(methylsulfonamido)butanoate COC(C(CC(NS(=O)(=O)C)C1=C(C=C(C=C1)Cl)C=1C=NN(C1)C)=C)=O